(3S)-6,7,7-trifluoro-3-methyl-1-[(1-phenyl-1H-tetrazol-5-yl)thio]-6-hepten-3-ol FC(CC[C@@](CCSC1=NN=NN1C1=CC=CC=C1)(O)C)=C(F)F